C(C)(C)N1C=C(C=CC1=O)S(=O)(=O)N 1-isopropyl-6-oxo-1,6-dihydropyridin-3-sulfonamide